4-(6-chloro-2-morpholinylpyrimidin-4-yl)piperazine-1-carboxylic acid tert-butyl ester C(C)(C)(C)OC(=O)N1CCN(CC1)C1=NC(=NC(=C1)Cl)N1CCOCC1